Cl[Si](CCCCCCCC)(Cl)Cl Trichloro(octyl)silan